4-(3-(4-(4-aminobutanamido)-2,6-dimethylphenoxy)-5-methylphenyl)-N-ethyl-6-methyl-7-oxo-6,7-dihydro-1H-pyrrolo[2,3-c]pyridine-2-carboxamide hydrochloride Cl.NCCCC(=O)NC1=CC(=C(OC=2C=C(C=C(C2)C)C=2C3=C(C(N(C2)C)=O)NC(=C3)C(=O)NCC)C(=C1)C)C